1-ethyl-2-(phenylethynyl)-1H-indole C(C)N1C(=CC2=CC=CC=C12)C#CC1=CC=CC=C1